[Cl-].[Cl-].CC1=C(C(=C(C1[Zr](C1C(=CC2=C(C=3CCCC3C=C12)C1=CC=CC=C1)C)(=[SiH2])=[SiH2])C)C)C Tetramethyldisilylenecyclopentadienyl-(2-methyl-4-phenyl-1,5,6,7-tetrahydro-s-indacenyl)zirconium dichloride